C[C@@H]1OCCC(C1)C1=NC2=CC=C(C=C2C=C1)CN1C[C@H](CC1)OC=1C=C2CN(C(C2=CC1)=O)C1C(NC(CC1)=O)=O 3-(5-(((3S)-1-((2-((2S)-2-Methyltetrahydro-2H-pyran-4-yl)quinolin-6-yl)methyl)-pyrrolidin-3-yl)oxy)-1-oxoisoindolin-2-yl)piperidine-2,6-dione